silicon pentaacrylate C(C=C)(=O)[O-].C(C=C)(=O)O.C(C=C)(=O)[O-].C(C=C)(=O)[O-].C(C=C)(=O)[O-].[Si+4]